C(C1=CC=CC=C1)N1C=C(C=CC1=O)OC1=C(C=C(C=C1Cl)N1N=C(C(NC1=O)=O)C(=O)O)Cl 2-(4-((1-benzyl-6-oxo-1,6-dihydropyridin-3-yl)oxy)-3,5-dichlorophenyl)-3,5-dioxo-2,3,4,5-tetrahydro-1,2,4-triazine-6-carboxylic acid